(2S)-N-{(3SR,4SR)-4-[(3'-fluoro[1,1'-biphenyl]-3-yl)methyl]-7-methyl-6-oxo-1,3,4,6-tetrahydro-2H-quinolizin-3-yl}oxolane-2-carboxamide FC=1C=C(C=CC1)C1=CC(=CC=C1)C[C@H]1[C@H](CCC2=CC=C(C(N12)=O)C)NC(=O)[C@H]1OCCC1 |&1:14,15|